tetradecyl-5-methyl-2-furoate C(CCCCCCCCCCCCC)OC(=O)C=1OC(=CC1)C